1-(Difluoromethyl)-N'-((3-ethyl-2-(trifluoromethyl)-6,7-dihydro-5H-cyclopenta[b]pyridin-4-yl)carbamoyl)-4-fluoro-1H-pyrazole-3-sulfonimidamide FC(N1N=C(C(=C1)F)S(=O)(N)=NC(NC1=C2C(=NC(=C1CC)C(F)(F)F)CCC2)=O)F